C(=O)O.CN(C)CC1=C(C=CC(=N1)NC=1C2=C(C(=NC1)C1=C3C(=NC=C1)N(C=C3)C)CNC2=O)N2CCC(CC2)(COC)O 7-[[6-[(dimethylamino)-methyl]-5-[4-hydroxy-4-(methoxymeth-yl)-1-piperidyl]-2-pyridyl]amino]-4-(1-methylpyrrolo[2,3-b]pyridin-4-yl)-2,3-dihydropyrrolo[3,4-c]pyridin-1-one Formate salt